1-(3-chlorophenyl)-3-(5-chloro-2-hydroxymethylphenyl)urea ClC=1C=C(C=CC1)NC(=O)NC1=C(C=CC(=C1)Cl)CO